L-arginyl-L-proline ethylamide C(C)NC([C@H]1N(CCC1)C([C@@H](N)CCCNC(N)=N)=O)=O